8-Bromo-4-(piperazin-1-yl)pyrido[2,3-e][1,2,4]triazolo[4,3-a]pyrazin BrC1=CC2=C(N=C(C=3N2C=NN3)N3CCNCC3)N=C1